FC(C(=O)O)(F)F.C1NCC12CCC(CC2)=O 2-azaspiro[3.5]nonan-7-one trifluoroacetate salt